5-(benzyloxy)-1-(4-bromo-7,8-difluoro-6,11-dihydrodibenzo[b,e]thiepin-11-yl)-2-(but-3-en-1-yl)-3-methyl-2,3-dihydro-1H-pyrido[2,1-f][1,2,4]triazine-4,6-dione C(C1=CC=CC=C1)OC=1C(C=CN2N(C(N(C(C21)=O)C)CCC=C)C2C1=C(SCC3=C2C=CC(=C3F)F)C(=CC=C1)Br)=O